O1CCN(CC1)C1CCN(CC1)C1=CC=C(C=N1)C(=O)N 6-(4-morpholino-1-piperidyl)pyridine-3-carboxamide